tert-butyl (3S,4S)-4-fluoro-3-[[6-[7-methoxy-6-(2,2,2-trifluoro-1-hydroxy-1-methyl-ethyl)imidazo[1,2-b]pyridazin-3-yl]pyrazin-2-yl]amino]piperidine-1-carboxylate F[C@@H]1[C@H](CN(CC1)C(=O)OC(C)(C)C)NC1=NC(=CN=C1)C1=CN=C2N1N=C(C(=C2)OC)C(C(F)(F)F)(C)O